BrC1=CC2=C(C(C=3C(=CC4=C(OCO4)C3)OC2)=O)C=C1 8-bromo[2]benzoxepino[3,4-f]-1,3-benzodioxol-11(6H)-one